C(C)N1CCN(CC1)C1=CC=C(C=C1)NC1=CC=NC2=CC3=C(C=C12)C=CC=C3 N-(4-(4-ethylpiperazin-1-yl)phenyl)benzo[g]quinolin-4-amine